COC1=C(C=CC=C1)NC(=O)NCC1=NC(=NO1)C1=CC=C(C=C1)C(F)(F)F 1-(2-methoxyphenyl)-3-((3-(4-(trifluoro-methyl)phenyl)-1,2,4-oxadiazol-5-yl)meth-yl)urea